hydroxy-3-cyclohexene-1-carboxylate OC1(CC=CCC1)C(=O)[O-]